C1(CC1)[C@]1(C(N(C[C@H]1C)C1=CC=NC=2N1N=C(C2)C=2C=NN(C2)C)=O)C#N (3R,4S)-3-cyclopropyl-4-methyl-1-(2-(1-methyl-1H-pyrazol-4-yl)pyrazolo[1,5-a]pyrimidin-7-yl)-2-oxopyrrolidine-3-carbonitrile